2-amino-5-(trifluoromethyl)benzenethiol NC1=C(C=C(C=C1)C(F)(F)F)S